trans-dimethyl-[1-(2-nitro-thioxanth-9-ylidene)-2,3-dihydro-1H-benzo[f]thiochromen-8-yl]amine CN(C1=CC2=C(C=3C(CCSC3C=C2)=C2C3=CC=CC=C3SC=3C=CC(=CC23)[N+](=O)[O-])C=C1)C